(R)-N-(4-(1-(1-(4-aminobenzyl)-2-oxopyrrolidin-3-yl)piperidin-4-yl)phenyl)methanesulfonamide NC1=CC=C(CN2C([C@@H](CC2)N2CCC(CC2)C2=CC=C(C=C2)NS(=O)(=O)C)=O)C=C1